C(C)(C)(C)OC(=O)N1CCC(CC1)C(=O)N1CCN(CC1)C(=O)OCC1=CC=CC=C1 benzyl 4-(1-tert-butoxycarbonylpiperidine-4-carbonyl)piperazine-1-carboxylate